4'-(4,6-bis(4-(4,4,5,5-tetramethyl-1,3,2-dioxaborolan-2-yl)phenyl)-1,3,5-triazin-2-yl)-[1,1':2',1''-terphenyl]-4,4''-dicarbonitrile CC1(OB(OC1(C)C)C1=CC=C(C=C1)C1=NC(=NC(=N1)C1=CC=C(C=C1)B1OC(C(O1)(C)C)(C)C)C=1C=C(C(=CC1)C1=CC=C(C=C1)C#N)C1=CC=C(C=C1)C#N)C